(5aS,8aR)-4-methyloctahydrocyclopenta[e][1,4]diazepine-2,5-dione CN1CC(N[C@H]2[C@@H](C1=O)CCC2)=O